CC1=CC=C(C=C1)S(=O)(=O)OCCOCCOCCOCC1=CC=CC=C1 2-[2-(2-benzyloxyethoxy) ethoxy]ethyl 4-methylbenzenesulfonate